6,7-dichloro-3-(pyridazin-4-ylmethyl)-1,3,4,9-tetrahydro-[1,2,6]thiadiazino[4,3-g]indole 2,2-dioxide ClC=1C=2C(=CNC2C2=C(C1)CN(S(N2)(=O)=O)CC2=CN=NC=C2)Cl